C(C)(C)(C)OC(=O)N1CC([C@H](CC1)C1=C(C(=C(C=C1)Br)F)F)(F)F.CC1(CNC2=CC=CC=C12)C 3,3-dimethyl-indoline (R)-tert-butyl-4-(4-bromo-2,3-difluorophenyl)-3,3-difluoropiperidine-1-carboxylate